ethyl DL-3-acetyloxybutyrate C(C)(=O)OC(CC(=O)OCC)C